Ethyl (S)-2-cyclopentylbutanoate C1(CCCC1)[C@@H](C(=O)OCC)CC